N-[6-(2-chloro-5-fluorophenyl)-2-methyl-8-oxo-3-{[tris(prop-2-yl)silyl]ethynyl}-7,8-dihydro-6H-pyrrolo[4,3-G]indazol-5-yl]-5-fluoro-3-(trifluoromethyl)benzamide ClC1=C(C=C(C=C1)F)C1NC(C2=C1C(=CC1=C(N(N=C21)C)C#C[Si](C(C)C)(C(C)C)C(C)C)NC(C2=CC(=CC(=C2)F)C(F)(F)F)=O)=O